methyl (2S)-2-(tert-butoxycarbonylamino)-3-[2-(cyclopropylmethoxy)phenyl]propanoate C(C)(C)(C)OC(=O)N[C@H](C(=O)OC)CC1=C(C=CC=C1)OCC1CC1